p-nitro-thiophenol [N+](=O)([O-])C1=CC=C(C=C1)S